S=C[C@@H](O)[C@H](O)CS 1,4-dithiothreose